tetrakis(mesitoyl)germane C1(=C(C(=CC(=C1)C)C)C(=O)[Ge](C(=O)C1=C(C=C(C=C1C)C)C)(C(=O)C1=C(C=C(C=C1C)C)C)C(=O)C1=C(C=C(C=C1C)C)C)C